ClC1=C(C(=CC=2C3=C(C=NC12)CN(C3COC(C3=CC=CC=C3)(C3=CC=CC=C3)C3=CC=CC=C3)CC3=CC=C(C=C3)OC)OC)Cl 6,7-dichloro-8-methoxy-2-(4-methoxybenzyl)-1-((trityloxy)methyl)-2,3-dihydro-1H-pyrrolo[3,4-c]quinoline